4-{8-amino-3-[(6'R,8a'S)-1',3'-dioxohexahydrospiro[cyclopropane-1,2'-indolizin]-6'-yl]imidazo[1,5-a]pyrazin-1-yl}-3-fluoro-N-[4-(trifluoromethyl)pyridin-2-yl]benzamide NC=1C=2N(C=CN1)C(=NC2C2=C(C=C(C(=O)NC1=NC=CC(=C1)C(F)(F)F)C=C2)F)[C@H]2CN1C(C3(C([C@@H]1CC2)=O)CC3)=O